3-(phenylthio)benzo[b]thiophene C1(=CC=CC=C1)SC=1C2=C(SC1)C=CC=C2